OC1C[C@H](N(C1)C(=O)OC(C)(C)C)CO tert-butyl (2S)-4-hydroxy-2-(hydroxymethyl)pyrrolidine-1-carboxylate